O[C@@H]1C[C@H](C1)S(=O)(=O)N(C)C trans-3-hydroxy-N,N-dimethylcyclobutane-1-sulfonamide